3-(2-methoxyphenyl)-1-((2-(trimethylsilyl)ethoxy)methyl)-1H-pyrrolo[2,3-b]pyridin-6-amine COC1=C(C=CC=C1)C1=CN(C2=NC(=CC=C21)N)COCC[Si](C)(C)C